[Br-].C1(=CC=CC2=CC=CC=C12)C(=O)C[N+]12CCN(CC1)CC2 1-naphthoylmethyl-(1-azonia-4-azabicyclo[2.2.2]octane) bromide